hexadecahydro-1H-cyclopenta[a]phenanthren-3-yl morpholine-4-carboxylate N1(CCOCC1)C(=O)OC1CCC2C3CCC4CCCC4C3CCC2C1